8-Fluoro-[1,2,3]triazolo[5,1-a]isoquinoline FC=1C=C2C=CN3C(C2=CC1)=CN=N3